N=1C=2N(C=C(C1)C(=O)N)C=NC2 Imidazo[1,5-a]Pyrimidine-3-Carboxamide